FC=1C=CC2=C(CCO2)C1CNC1=NC=C(C=2N1C=NC2C#N)C=2C=1N(C(=CC2)C(C)(C)O)N=CN1 5-(((5-fluoro-2,3-Dihydrobenzofuran-4-yl)methyl)amino)-8-(5-(2-hydroxypropan-2-yl)-[1,2,4]triazolo[1,5-a]pyridin-8-yl)imidazo[1,5-c]pyrimidine-1-carbonitrile